N-(2,5-dichlorobenzoyl)-3-methylmercaptopropionamido-D-leucine borate B(O)(O)O.ClC1=C(C(=O)N([C@H](CC(C)C)C(=O)O)NC(CCSC)=O)C=C(C=C1)Cl